C(C)C1=C2C=3C(C4=C(C(C3NC2=CC(=C1)C#N)(C)C)C=CC=C4)=O ethyl-6,6-dimethyl-11-oxo-6,11-dihydro-5H-benzo[b]carbazole-3-carbonitrile